(1R,3R)-2-acryloyl-1-(benzo[d][1,3]dioxol-5-yl)-N-(prop-2-yn-1-yl)-2,3,4,9-tetrahydro-1H-pyrido[3,4-b]indole-3-carboxamide C(C=C)(=O)N1[C@@H](C=2NC3=CC=CC=C3C2C[C@@H]1C(=O)NCC#C)C1=CC2=C(OCO2)C=C1